FC1=CC=C2C(=CNC2=C1)C=1CCN(CC1)CC=1C=C2CN(C(C2=CC1)=O)N1C(NC(CC1)=O)=O 1-(5-((4-(6-fluoro-1H-indol-3-yl)-3,6-dihydropyridin-1(2H)-yl)methyl)-1-oxoisoindolin-2-yl)dihydropyrimidine-2,4(1H,3H)-dione